ClC(C(=O)OC1(C(C=CC=C1)C)C)(Cl)Cl xylenyl trichloroacetate